2-(2-(cyclopropanesulfonylamino)thiazol-4-yl)-2-methyl-N-(4-(4-(trifluoromethyl)pyridin-3-yl)phenyl)propanamide C1(CC1)S(=O)(=O)NC=1SC=C(N1)C(C(=O)NC1=CC=C(C=C1)C=1C=NC=CC1C(F)(F)F)(C)C